FC=1C=C(C=CC1OC1=CC=NC2=CC(=C(C=C12)OC)OCCCNC1CC(CC1)O)NC(=O)C1=C2C(=CN(C1=O)C1=CC=C(C=C1)F)CCO2 N-(3-fluoro-4-((7-(3-((3-hydroxycyclopentyl)amino)propoxy)-6-methoxyquinolin-4-yl)oxy)phenyl)-5-(4-fluorophenyl)-6-oxo-2,3,5,6-tetrahydrofuro[3,2-c]pyridine-7-carboxamide